N1(CCSCC1)C(=O)C1=CC=C(C=C1)B(O)O 4-(THIOMORPHOLIN-4-YLCARBONYL)BENZENEBORONIC ACID